trans-(2-methoxycyclopentyl)carbamic acid benzyl ester C(C1=CC=CC=C1)OC(N[C@H]1[C@@H](CCC1)OC)=O